OC=1C(=CC2=CN(N=C2C1)C1CCN(CC1)C(=O)OC(C)(C)C)[N+](=O)[O-] tert-butyl 4-(6-hydroxy-5-nitro-2H-indazol-2-yl)piperidine-1-carboxylate